rac-(1r,2r,4s,5r,6s)-6-hydroxy-N-(3-methoxy-5-(trifluoromethyl)phenyl)-4-(1-methyl-3-(trifluoromethyl)-1H-pyrazol-4-yl)-8-oxatricyclo[3.2.1.02,4]octane-2-carboxamide O[C@@H]1[C@H]2[C@@]3(C[C@@]3([C@@H](C1)O2)C(=O)NC2=CC(=CC(=C2)C(F)(F)F)OC)C=2C(=NN(C2)C)C(F)(F)F |r|